N-(1-methylpiperidin-3-yl)-N-(oxolan-3-yl)aminosulfonamide hydrochloride Cl.CN1CC(CCC1)N(S(=O)=O)NC1COCC1